(R)-5-cyclopropyl-2-(6-methyl-4-((1-methylpiperidin-3-yl)amino)phthalazin-1-yl)phenol C1(CC1)C=1C=CC(=C(C1)O)C1=NN=C(C2=CC(=CC=C12)C)N[C@H]1CN(CCC1)C